calcium 3-(3-trifluoromethylphenyl)-2-benzyloxirane-2-carboxylate FC(C=1C=C(C=CC1)C1C(O1)(C(=O)[O-])CC1=CC=CC=C1)(F)F.[Ca+2].FC(F)(F)C=1C=C(C=CC1)C1C(O1)(C(=O)[O-])CC1=CC=CC=C1